3-Methyl-7-(3-(piperidine-1-carbonyl)pyrazolo[1,5-a]Pyridin-7-yl)quinazoline-4(3H)-one CN1C=NC2=CC(=CC=C2C1=O)C1=CC=CC=2N1N=CC2C(=O)N2CCCCC2